O=C1N(NC2=CC(=CC=C12)C1CCN(CC1)CC1=CC=C(C=C1)C(F)(F)F)[C@@H]1C(NC(CC1)=O)=O (S)-3-(3-oxo-6-(1-(4-(trifluoromethyl)benzyl)piperidin-4-yl)-1,3-dihydro-2H-indazol-2-yl)piperidine-2,6-dione